C(C)C1=NNC2=CC=C(C=C12)C1=CN=C2N1N=C(C=C2)N2CC(OC(C2)(C)C)(C)C 4-(3-(3-ethyl-1H-indazol-5-yl)imidazo[1,2-b]pyridazin-6-yl)-2,2,6,6-tetramethylmorpholine